phenylenedimethylchloride C1(=C(C=CC=C1)CCl)CCl